FC(C=1C=C(C=C(C1)C(F)(F)F)[B-](C1=CC(=CC(=C1)C(F)(F)F)C(F)(F)F)(C1=CC(=CC(=C1)C(F)(F)F)C(F)(F)F)C1=CC(=CC(=C1)C(F)(F)F)C(F)(F)F)(F)F.C(C)#N (acetonitrile) tetrakis(3,5-bis(trifluoromethyl)phenyl)borate